disodium oxybis[decylbenzenesulfonate] O(C1=C(C=CC=C1CCCCCCCCCC)S(=O)(=O)[O-])C1=C(C=CC=C1CCCCCCCCCC)S(=O)(=O)[O-].[Na+].[Na+]